1-acetyl-3-(3-pyridylethynyl)thiophene C(C)(=O)S1C=C(C=C1)C#CC=1C=NC=CC1